C(C)(=O)OC(CCCCC)C1=C(C=CC=C1)OC 1-(2-methoxyphenyl)hexyl acetate